3-Hydroxy-2-(4-methoxyphenyl)-2,3-dihydro-1H-inden-1-one OC1C(C(C2=CC=CC=C12)=O)C1=CC=C(C=C1)OC